1-(4-hydroxyphenethyl)-7-methoxy-1H-benzo[d]imidazole-5-carboxamide OC1=CC=C(CCN2C=NC3=C2C(=CC(=C3)C(=O)N)OC)C=C1